CN1CC2=C(N=C(N=C2O)O)C[C@]12CCCC1=CC=CC=C21 (7S)-6-methylspiro[5,8-dihydropyrido[4,3-d]pyrimidine-7,1'-tetralin]-2,4-diol